NC1=CC=C(C=N1)C1=CC(=NC=C1)CN1CC=C(C(=C1)OC)C1=C(C=CC(=C1)Cl)OC(F)F 1-((6-amino-[3,4'-bipyridyl]-2'-yl)methyl)-4-(5-chloro-2-(difluoromethoxy)phenyl)-5-methoxypyridin